4-(benzo[d][1,3]dioxol-5-yl(4-fluorophenyl)amino)piperidine-1-carboxylate O1COC2=C1C=CC(=C2)N(C2CCN(CC2)C(=O)[O-])C2=CC=C(C=C2)F